O=C1C(=CN=C(N1)SCC1=C(C=CC=C1)C(F)(F)F)C(=O)N 6-oxo-2-((2-(trifluoromethyl)benzyl)thio)-1,6-dihydropyrimidine-5-carboxamide